N-[5-[2-(6-tert-butyl-8-fluoro-1-oxo-phthalazin-2-yl)-3-(hydroxymethyl)-4-pyridinyl]-1-methyl-2-oxo-3-pyridinyl]-5-methyl-5-azaspiro[2.4]Heptane-2-carboxamide C(C)(C)(C)C=1C=C2C=NN(C(C2=C(C1)F)=O)C1=NC=CC(=C1CO)C=1C=C(C(N(C1)C)=O)NC(=O)C1CC12CN(CC2)C